[C].[Co]=O.[Co] cobalt-cobalt oxide carbon